4-(trifluoro-lambda4-sulfanyl)morpholine FS(N1CCOCC1)(F)F